methyl 2-(4-fluorophenyl)-2-(4-(4,4,5,5-tetramethyl-1,3,2-dioxaborolan-2-yl)-1H-pyrazol-1-yl)acetate FC1=CC=C(C=C1)C(C(=O)OC)N1N=CC(=C1)B1OC(C(O1)(C)C)(C)C